N-(3-{2-[(3-methoxy-1-methyl-1H-pyrazol-4-yl)amino]-5-methylpyrimidin-4-yl}-1-{2-[2-(trimethylsilyl)ethoxy]ethyl}-1H-indol-7-yl)-2-(4-methylpiperazin-1-yl)butanamide COC1=NN(C=C1NC1=NC=C(C(=N1)C1=CN(C2=C(C=CC=C12)NC(C(CC)N1CCN(CC1)C)=O)CCOCC[Si](C)(C)C)C)C